C1(CCCCC1)C(C)(C)C1CCCCC1 2,2-dicyclohexylpropane